N-(4-phenylisoindolin-5-yl)acetamide TFA salt OC(=O)C(F)(F)F.C1(=CC=CC=C1)C1=C2CNCC2=CC=C1NC(C)=O